C1=CC(=CC=2C3=CC=CC=C3NC12)COC=1C=CC(=C(OCC=2C=C(C(=O)O)C=CN2)C1)C=O 2-[5-(9H-carbazol-3-ylmethoxy)-2-formylphenoxymethyl]isonicotinic acid